(t-butoxycarbonyl)-5-aminopentanoic acid C(C)(C)(C)OC(=O)C(C(=O)O)CCCN